C(=O)(O)CNCCN(CC(=O)O)C N-[2-[(carboxymethyl)amino]ethyl]-N-methyl-glycine